Methyl (12R)-linoleoyloxyoleate C(CCCCCCC\C=C/C\C=C/CCCCC)(=O)OC(C(=O)OC)CCCCCC\C=C/CCCCCCCC